ClC=1C(=NC=CC1C1=C(C(=CC=C1)C1=NC(=C(C=C1)CN1CC2(C1)CNC(C2)=O)OC)C(F)(F)F)C2=CC(=C(CN1CC3(C1)CNC(C3)=O)C=C2)OC 2-(4-(3-chloro-4-(3-(6-methoxy-5-((7-oxo-2,6-diazaspiro[3.4]octan-2-yl)methyl)pyridin-2-yl)-2-(trifluoromethyl)phenyl)pyridin-2-yl)-2-methoxybenzyl)-2,6-diazaspiro[3.4]octan-7-one